(4-Bromo-6-methoxyquinolin-8-yl)methanol BrC1=CC=NC2=C(C=C(C=C12)OC)CO